(6-[4,6-bis(4-phenylphenyl)-1,2-dihydro-1,3,5-triazin-2-ylidene])-3-[(2-ethylhexyl)oxy]Cyclohex-2,4-dien-1-one C1(=CC=CC=C1)C1=CC=C(C=C1)C1=NC(NC(=N1)C1=CC=C(C=C1)C1=CC=CC=C1)=C1C=CC(=CC1=O)OCC(CCCC)CC